BrC=1C(=C(C=CC1)C1=CC=CC=C1)O 3'-bromo-2'-hydroxy-[1,1'-biphenyl]